Tribromonaphthalene C1=CC=C2C(=C1)C=C(C(=C2Br)Br)Br